2-(hydroxymethyl)-5-methoxyisonicotinonitrile OCC=1C=C(C#N)C(=CN1)OC